CS(=O)(=O)C1(CC1)C1=CC=C(OCCN2CCC3(CC2)C(NC2=CC=C(C=C23)C#N)=O)C=C1 1'-{2-[4-(1-methanesulfonylcyclopropyl)phenoxy]ethyl}-2-oxo-1,2-dihydrospiro[indole-3,4'-piperidine]-5-carbonitrile